3-(2,6-dichloro-benzyloxy)-5-(3-pyrrolidin-1-ylmethyl-1H-indol-5-yl)-pyridin-2-ylamine ClC1=C(COC=2C(=NC=C(C2)C=2C=C3C(=CNC3=CC2)CN2CCCC2)N)C(=CC=C1)Cl